CC=1C=C(N=NC1)NC(=O)N1CC(C1)OC1=NC=C(C=C1)C1=C(C=CC=C1)F 3-[5-(2-Fluoro-phenyl)-pyridin-2-yloxy]-azetidine-1-carboxylic acid (5-methyl-pyridazin-3-yl)-amide